CC(C(=O)OC1=CC(=CC=C1)C1=NC(=CC=C1)NC(CC1=CC(=C(C=C1)OCC1=CC=CC=C1)OC)=O)C 3-(6-{2-[4-(benzyloxy)-3-methoxyphenyl] acetamido} pyridin-2-yl)phenyl 2-methylpropanoate